The molecule is an alpha-amino acid in which one of the hydrogens attached to the alpha-carbon of glycine is substituted by a 2-amino-2-oxoethyl group. It has a role as a Daphnia magna metabolite and an algal metabolite. It is an alpha-amino acid, a dicarboxylic acid monoamide and a polar amino acid. It contains a 2-amino-2-oxoethyl group. It is a conjugate base of an asparaginium. It is a conjugate acid of an asparaginate. C(C(C(=O)O)N)C(=O)N